1-isopropyl-3-(4-(4-methyl-6-oxo-1,4,5,6-tetrahydropyridazine-3-yl)phenyl)guanidine C(C)(C)NC(=N)NC1=CC=C(C=C1)C1=NNC(CC1C)=O